N[C@@H](C(=O)O)CNC(C1=CC(=CC(=C1)F)C1=C(OC=C1)CC)=O (R)-2-amino-3-(3-(2-ethylfuran-3-yl)-5-fluorobenzamido)propanoic acid